2-(4-ethyl-6-methylpyrazolo[1,5-a]pyrazin-2-yl)-7-(4-methyl-1,4-diazepan-1-yl)-4H-pyrido[1,2-a]pyrimidin-4-one C(C)C=1C=2N(C=C(N1)C)N=C(C2)C=2N=C1N(C(C2)=O)C=C(C=C1)N1CCN(CCC1)C